disodium ferric sulfate S(=O)(=O)([O-])[O-].[Fe+3].[Na+].[Na+]